NCCNC(C(C)OC1=C(C=CC=C1Cl)Cl)=O N-(2-aminoethyl)-2-(2,6-dichlorophenoxy)propanamide